(2-fluoro-5-hydroxyphenyl)(6-{3-methyl-1-[o-(trifluoromethyl)phenyl]-5-pyrazolyl}-2-aza-2-spiro[3.3]heptyl)methanone FC1=C(C=C(C=C1)O)C(=O)N1CC2(C1)CC(C2)C2=CC(=NN2C2=C(C=CC=C2)C(F)(F)F)C